CCCCCCCCCCCCCCCCCCCCCCCC[C@H]([C@@H](CCCCCCCCCCCCCCCCCC1CC1CCCCCCCCCCC2CC2CCCCCCCCCCCCCCCCCC)O)C(=O)O The molecule is a C78 mycolic acid having a C52 meromycolic chain with two cis cyclopropyl functions and a saturated C26 alpha-branch. It is produced by Mycobacterium tuberculosis H37Ra. It has a role as a bacterial metabolite. It is a hydroxy fatty acid and a mycolic acid. It is a conjugate acid of a (2R)-2-[(1R)-1-hydroxy-18-{2-[10-(2-octadecylcyclopropyl)decyl]cyclopropyl}octadecyl]hexacosanoate.